FC1=C(C(=C(C(=C1F)F)F)F)OS(=O)(=O)C=1C=C2C=CC(N(C2=CC1)C1=C(C=C(C(=C1)F)Br)OC)=O (M)-1-(4-bromo-5-fluoro-2-methoxyphenyl)-2-oxo-1,2-dihydroquinoline-6-sulfonic acid perfluorophenyl ester